FC1(CCC2=CC=CC=C12)C(=O)O fluoro-2,3-dihydro-1H-indene-1-carboxylic acid